tert-butyl (2-((chlorocarbonyl)(methyl)amino)ethyl)(methyl)carbamate ClC(=O)N(CCN(C(OC(C)(C)C)=O)C)C